CC1=CC(=NN1C=1C=C2C=CN(C2=CC1)CC1=CC=C(C=C1)C1C[C@@H]2[C@@H](CN(C2)C)C1)C(=O)N 5-methyl-1-(1-(4-((3ar,6as)-2-methyl-octahydrocyclopenta[c]pyrrol-5-yl)benzyl)-1H-indol-5-yl)-1H-pyrazole-3-carboxamide